COC(=O)NN(CC)C(C1=C(C(=CC(=C1)Br)Br)NC(=O)C1=CC(=NN1C1=NC=CC=C1Cl)Br)=O methyl-2-[3,5-dibromo-2-({[3-bromo-1-(3-chloropyridin-2-yl)-1H-pyrazole-5-yl]carbonyl}amino)benzoyl]-2-ethylhydrazinecarboxylate